5-(Methylamino)-6-(3-methylimidazo[4,5-c]pyridin-7-yl)-3-[4-[rel-(1S)-1-morpholinoethyl]anilino]pyrazine CNC=1N=C(C=NC1C=1C2=C(C=NC1)N(C=N2)C)NC2=CC=C(C=C2)[C@H](C)N2CCOCC2 |o1:25|